N-(9,9-Dimethyl-9H-fluoren-2-yl)dibenzofuran-4-amine CC1(C2=CC=CC=C2C=2C=CC(=CC12)NC1=CC=CC2=C1OC1=C2C=CC=C1)C